C(C)(=O)ON(CCN(OC(C)=O)OC(C)=O)OC(C)=O.[Na].[Na].[Na].[Na] tetrasodium ethylene-diamine tetraacetate